5-[(4R,9aR)-4-methyl-8-(4-piperazin-1-yl-2-pyridyl)-3,4,6,7,9,9a-hexahydro-1H-pyrazino[1,2-a]pyrazin-2-yl]quinoline-8-carbonitrile C[C@@H]1CN(C[C@H]2N1CCN(C2)C2=NC=CC(=C2)N2CCNCC2)C2=C1C=CC=NC1=C(C=C2)C#N